(3-([(3-METHOXYPROPYL)(METHYL)AMINO]METHYL)PHENYL)BORANEDIOL COCCCN(C)CC=1C=C(C=CC1)B(O)O